Methylenedisulfonic acid C(S(=O)(=O)O)S(=O)(=O)O